1-methyl-2-(p-toluenesulfonyl)benzene CC1=C(C=CC=C1)S(=O)(=O)C1=CC=C(C)C=C1